1-cyclobutylmethyl-3-hydroxy-6-(1-(3-(trifluoromethyl)benzyl)-1H-1,2,3-triazol-4-yl)quinoline-2,4(1H,3H)-dione C1(CCC1)CN1C(C(C(C2=CC(=CC=C12)C=1N=NN(C1)CC1=CC(=CC=C1)C(F)(F)F)=O)O)=O